ClC=1C=C(C=CC1C#N)[C@H]1N(CC[C@H](C1)C)C(=O)NC\C=C\S(=O)(=O)C (2s,4r)-2-(3-chloro-4-cyanophenyl)-4-methyl-N-((E)-3-(methylsulfonyl)allyl)piperidine-1-carboxamide